C(=O)(OCC1C2=CC=CC=C2C2=CC=CC=C12)N[C@@H](CC1=CSC2=C1C=CC=C2)C(=O)O Fmoc-β-(3-benzothienyl)-alanine